C(C1=C(C(=C(N)C(=C1)CC)CC)Cl)C1=C(C(=C(N)C(=C1)CC)CC)Cl 4,4'-Methylene-bis(3-chloro-2,6-diethylanilin)